[Si](C1=CC=CC=C1)(C1=CC=CC=C1)(C(C)(C)C)O[C@@H]1C[C@]2(CC(CN2C1)=C)C(=O)OC methyl (2R,7aR)-2-((tert-butyldiphenylsilyl) oxy)-6-methylenetetrahydro-1H-pyrrolizine-7a(5H)-carboxylate